FC(C(=O)O)(F)F.CC(CNN)(C)C 2,2-dimethylpropylhydrazine trifluoroacetate